CC1C=2N(CCN1)C=CN2 8-methyl-5,6,7,8-tetrahydroimidazo[1,2-a]pyrazine